3-(1-oxo-5-(2-oxo-3-(spiro[3.3]heptan-2-yl)imidazolidin-1-yl)isoindolin-2-yl)piperidine-2,6-dione O=C1N(CC2=CC(=CC=C12)N1C(N(CC1)C1CC2(C1)CCC2)=O)C2C(NC(CC2)=O)=O